C1(CC1)COC1=CC=C(C(=N1)C(F)(F)F)C(=O)N1CCC2(CC1)C=1C=CC(=NC1C(N(C2)C2CNCC2)=O)C=2C(=NC=CC2)OCC 1'-[6-(cyclopropylmethoxy)-2-(trifluoromethyl)pyridine-3-carbonyl]-2-(2-ethoxypyridin-3-yl)-7-pyrrolidin-3-ylspiro[6H-1,7-naphthyridine-5,4'-piperidine]-8-one